(trans)-Ethyl 2-(4-(3-ethoxy-3-oxopropanoyl)cyclohexyl)thiazole-4-carboxylate C(C)OC(CC(=O)[C@@H]1CC[C@H](CC1)C=1SC=C(N1)C(=O)OCC)=O